2-Amino-N-((1S)-1-(8-(2-(1-((2,4-dimethoxyphenyl)methyl)-5-oxopyrrolidin-3-yl)ethynyl)-1-oxo-2-phenylisoquinolin-3-yl)ethyl)pyrazolo[1,5-a]pyrimidine-3-carboxamide NC1=NN2C(N=CC=C2)=C1C(=O)N[C@@H](C)C=1N(C(C2=C(C=CC=C2C1)C#CC1CN(C(C1)=O)CC1=C(C=C(C=C1)OC)OC)=O)C1=CC=CC=C1